tert-butyl (S)-5-amino-4-(4-((4-((4-(4-cyano-2-fluorophenyl)piperazin-1-yl)methyl)-2-fluorobenzyl)oxy)-1-oxoisoindolin-2-yl)-5-oxopentanoate NC([C@H](CCC(=O)OC(C)(C)C)N1C(C2=CC=CC(=C2C1)OCC1=C(C=C(C=C1)CN1CCN(CC1)C1=C(C=C(C=C1)C#N)F)F)=O)=O